3-(5-methyl-1,3-thiazol-2-yl)-5-(1,3-thiazol-2-yloxy)benzamide CC1=CN=C(S1)C=1C=C(C(=O)N)C=C(C1)OC=1SC=CN1